C1(CCC1)CCO 2-cyclobutylethanol